5-chloro-2-(difluoromethyl)-N-((1r,4r)-4-((3-hydroxy-3-(4-methylthiazol-2-yl)-2-oxoindolin-1-yl)methyl)cyclohexyl)nicotinamide ClC=1C=NC(=C(C(=O)NC2CCC(CC2)CN2C(C(C3=CC=CC=C23)(C=2SC=C(N2)C)O)=O)C1)C(F)F